morphinanD-(-)-tartaric acid C1(=CC=CC=2[C@@]34CCCC[C@H]3[C@@H](CC12)NCC4)[C@@]([C@@H](C(=O)O)O)(O)C(=O)O